Zirconium magnesium phosphate P(=O)([O-])([O-])[O-].[Mg+2].[Zr+4].P(=O)([O-])([O-])[O-]